6-Chloro-4-[(2S,5R)-2,5-dimethyl-4-prop-2-enoyl-piperazin-1-yl]-1-[4-[[ethyl(iso-propyl)amino]methyl]-2-isopropyl-3-pyridyl]-7-(2-isopropyl-phenyl)pyrido[2,3-d]pyrimidin-2-one ClC1=CC2=C(N(C(N=C2N2[C@H](CN([C@@H](C2)C)C(C=C)=O)C)=O)C=2C(=NC=CC2CN(C(C)C)CC)C(C)C)N=C1C1=C(C=CC=C1)C(C)C